C(C1=CC=CC=C1)N1C(=NC(=C1)C1=C(C=CC(=C1)F)F)[C@@H](C(C)(C)C)N(CC(CNC(OC(C)(C)C)=O)CS)C(CO)=O tert-butyl {3-[{(1R)-1-[1-benzyl-4-(2,5-difluorophenyl)-1H-imidazol-2-yl]-2,2-dimethylpropyl}(glycoloyl)amino]-2-(sulphanylmethyl)propyl}carbamate